FC1=C(C=C(C=C1)C)S(=O)(=O)NC=1N=CSC1 2-fluoro-5-methyl-N-(thiazol-4-yl)benzenesulfonamide